Cl.ClC=1C=C(C=CC1C(=O)N1CCN(CC1)C(=O)C1CCNCC1)NC(=O)C=1N(C(=CN1)C=1C(=NN(C1)CC#C)C(F)(F)F)C N-[3-chloro-4-[4-(piperidine-4-carbonyl)piperazine-1-carbonyl]phenyl]-1-methyl-5-[1-prop-2-ynyl-3-(trifluoromethyl)pyrazol-4-yl]imidazole-2-carboxamide hydrochloride